C(#N)C(C)(C)C1=NC(=NO1)C=1C(=CC2=C(NC([C@H](CS2)NC(OC(C)(C)C)=O)=O)C1)F tert-butyl N-[(3R)-7-[5-(1-cyano-1-methyl-ethyl)-1,2,4-oxadiazol-3-yl]-8-fluoro-4-oxo-3,5-dihydro-2H-1,5-benzothiazepin-3-yl]carbamate